8-(n-propoxy)-tetracyclo[4.4.0.12,5.17,10]-3-dodecene C(CC)OC1C2C3C4C=CC(C3C(C1)C2)C4